FC(C=1C=C2CNCC2=CC1)(F)F 5-(trifluoro-methyl)-2,3-dihydro-1H-isoindole